FC1(CN(C1)C([C@@H](C)C1=C(C2=C(NC(=N2)[C@@H](NC(=O)C=2N(N=CC2)C)C2CCC(CC2)(F)F)C=C1)F)=O)F N-[(S)-{5-[(1S)-2-(3,3-Difluoroazetidin-1-yl)-1-methyl-2-oxoethyl]-4-fluoro-1H-benzimidazol-2-yl}(4,4-difluorocyclohexyl)methyl]-2-methylpyrazole-3-carboxamide